NCC(CC[Si](OC)(OC)C)(C)C 4-amino-3,3-dimethylbutyl-methyldimethoxysilane